C(CCCCCCCCCCCCCCCCCCCCCCC)C(=O)CCCCCCCCCCCCCCCCCCCC n-eicosyl tetracosyl ketone